C1(CCC(N1OC(CN1C(C=CC1=O)=O)=O)=O)=O Maleimidoacetic acid succinimidyl ester